C(CCCCCC)NS(=O)(=O)C1=CC=CC2=C(C=CC=C12)Cl N-(n-heptyl)-5-chloro-1-naphthalenesulfonamide